trans-4-(4-Hydroxycyclohexyl)phenol O[C@@H]1CC[C@H](CC1)C1=CC=C(C=C1)O